[Ti+3].C(CCCCCCCCCCCCCCCCC)(=O)[O-].C(CCCCCCCCCCCCCCCCC)(=O)[O-].C(CCCCCCCCCCCCCCCCC)(=O)[O-] tristearate titanium